[Si](C)(C)(C(C)(C)C)OC1CN(CC1F)CCO 2-{3-[(tert-butyldimethylsilyl)oxy]-4-fluoropyrrolidin-1-yl}ethanol